NC1=C2N(C(N(C2=NC=N1)[C@H]1[C@H](CN(CC1)CCC1CCNCC1)F)=O)C1=CC=C(C=C1)OC1=CC=CC=C1 6-amino-9-[(3S,4R)-3-fluoro-1-[2-(piperidin-4-yl)ethyl]piperidin-4-yl]-7-(4-phenoxyphenyl)purin-8-one